ClC=1C(=C(C=CC1)NC1=NC=NC2=CC(=C(C=C12)[N+](=O)[O-])F)F N-(3-chloro-2-fluorophenyl)-7-fluoro-6-nitroquinazolin-4-amine